O1C(CCCC1)ONC(=O)C1OC2=C(C=CC=C2CC1)NC(OCC1=CC=C(C=C1)C(F)(F)F)=O 4-(trifluoromethyl)benzyl (2-(((tetrahydro-2H-pyran-2-yl)oxy)carbamoyl)chroman-8-yl)carbamate